6-(Methyl(5-methyl-6-(thiazolo[5,4-b]pyridin-2-ylamino)pyridazin-3-yl)amino)-3-(5-methyl-1-neopentyl-1H-pyrazol-4-yl)picolinic acid CN(C1=CC=C(C(=N1)C(=O)O)C=1C=NN(C1C)CC(C)(C)C)C=1N=NC(=C(C1)C)NC=1SC2=NC=CC=C2N1